5-(1-ethyl-1H-pyrazol-4-yl)-2-[3-(2,2,6,6-tetramethylpiperidin-4-yl)-3H-[1,2,3]triazolo[4,5-c]pyridazin-6-yl]phenol C(C)N1N=CC(=C1)C=1C=CC(=C(C1)O)C1=CC2=C(N=N1)N(N=N2)C2CC(NC(C2)(C)C)(C)C